C(=O)(OC(C)(C)C)NCC1=CC(=NC=C1)Br 4-(N-Boc-aminomethyl)-2-bromopyridine